1,20-eicosanediol C(CCCCCCCCCCCCCCCCCCCO)O